C(CC(C)OC1=CC(=C(C(=O)OC)C=C1F)[N+](=O)[O-])OC1=CC(=C(C(=O)OC)C=C1F)[N+](=O)[O-] dimethyl 4,4'-(butane-1,3-diylbis(oxy))bis(5-fluoro-2-nitrobenzoate)